FC=1C(=CC(=NC1)C)C1=CC(=NN1)C(=O)N1C2(CC2)C[C@H](CC1)C(=O)NC1CCC(CC1)(C(F)(F)F)OCC (7s)-4-[5-(5-fluoro-2-methylpyridin-4-yl)-1H-pyrazole-3-carbonyl]-N-[(1r,4r)-4-ethoxy-4-(trifluoromethyl)cyclohexyl]-4-azaspiro[2.5]octane-7-carboxamide